3-((4-(3-fluorobenzyl)benzyl)isoxazol-5-yl)pyridin-2-amine FC=1C=C(CC2=CC=C(CC3=NOC(=C3)C=3C(=NC=CC3)N)C=C2)C=CC1